copper (2+) sulfate S(=O)(=O)([O-])[O-].[Cu+2]